P(=O)(O)(O)O.CNO N-methyl-hydroxylamine phosphate